Methyl 2-(2,4-difluorophenyl)-3-hydroxy-propionate FC1=C(C=CC(=C1)F)C(C(=O)OC)CO